((3-bromo-1-methyl-1H-pyrazol-5-yl)methylene)-2-methylpropane-2-sulfinamide BrC1=NN(C(=C1)C=CC(C)(S(=O)N)C)C